NC1=C(N=CC(=N1)N1CCC2([C@H](CC(C2)=O)N)CC1)SC=1CCC(OC1)C1=CCC(C=C1)(F)F (S)-8-(6-amino-5-((4,4-difluorophenyl-dihydropyran-5-yl)thio)pyrazin-2-yl)-2-oxo-8-azaspiro[4.5]decan-4-amine